ClC=1C=C2C(=NC1OC)C(=C(N2C)C2=NN=C(N2)[C@H](C(F)F)OC)N2C=NC=C2 (R)-6-chloro-2-(5-(2,2-difluoro-1-methoxyethyl)-4H-1,2,4-triazol-3-yl)-3-(1H-imidazol-1-yl)-5-methoxy-1-methyl-1H-pyrrolo[3,2-b]pyridine